Diethyl (2-aminoethyl)phosphonate NCCP(OCC)(OCC)=O